3-(5-(1-(4-hydroxy-3-((4-methylpiperazin-1-yl)methyl)benzyl)piperidin-4-yl)-1-oxoisoindolin-2-yl)piperidine-2,6-dione OC1=C(C=C(CN2CCC(CC2)C=2C=C3CN(C(C3=CC2)=O)C2C(NC(CC2)=O)=O)C=C1)CN1CCN(CC1)C